C(C)(C)(C)OC(=O)N[C@@H]([C@@H](C)CC)C(=O)N[C@H](CC1=CN(C2=CC=CC=C12)C)C(=O)O Nα-((tert-butoxycarbonyl)-L-isoleucyl)-1-methyl-D-tryptophan